N-cycloheptyl-4-((1-methyl-2-oxo-1,2-dihydro-quinolin-4-yl)oxy)butanamide C1(CCCCCC1)NC(CCCOC1=CC(N(C2=CC=CC=C12)C)=O)=O